(S)-tert-butyl 3-((R)-2-(2-(cyclobutylamino)isonicotinamido)-1-hydroxyethyl)-7-(methoxymethoxy)-3,4-dihydroisoquinoline-2(1H)-carboxylate C1(CCC1)NC=1C=C(C(=O)NC[C@@H](O)[C@H]2N(CC3=CC(=CC=C3C2)OCOC)C(=O)OC(C)(C)C)C=CN1